OCCCC(=O)[O-].[NH4+] ammonium γ-hydroxybutyrate